3,3-dimethyl-6-(2-methylpyrimidin-5-yl)indolin-2-one CC1(C(NC2=CC(=CC=C12)C=1C=NC(=NC1)C)=O)C